(S)-4-(3-(3-Cyclopropylphenethyl)-3-(dimethylamino)piperidin-1-yl)-2,6-difluoro-N-(pyrimidin-4-yl)benzenesulfonamide formate C(=O)O.C1(CC1)C=1C=C(CC[C@]2(CN(CCC2)C2=CC(=C(C(=C2)F)S(=O)(=O)NC2=NC=NC=C2)F)N(C)C)C=CC1